C(C)C1=NC=2N(C(=C1)NCC1(CCN(CC1)C)C1=CC=CC=C1)N=CC2 5-ethyl-N-[(1-methyl-4-phenyl-4-piperidinyl)methyl]-pyrazolo[1,5-a]pyrimidin-7-amine